C(C)OC(CCCCCCCCCCC/C=C/C#CC=C)OCC 18,18-diethoxy-(5E)-1,5-octadecadien-3-yne